BrC1=CC(=CC2=C1N(C=N2)CCCN(C(OC(C)(C)C)=O)C)Cl tert-butyl N-[3-(7-bromo-5-chloro-benzimidazol-1-yl)propyl]-N-methyl-carbamate